4,8,13,17,21-pentamethyl-docosan-4,8,12,16,20-pentaenoic acid (4e,8e,12e,16e)-2-((4,5-dihydroxy-2-iodobenzyl)-amino)-2-oxoethyl ester OC1=CC(=C(CNC(COC(CC\C(=C\CC\C(=C\CC\C=C(\CC\C=C(\CCC=C(C)C)/C)/C)\C)\C)=O)=O)C=C1O)I